Cl.CC1N(C(CN(C1)C([C@H]1NCCC1)=O)C)C(=O)OC=1C=CC2=C(C1)OC(C=1C2N2N(CC1)C(N(C2=O)C2=CC=C(C=C2)C(C)=O)=O)(C)C 2-(4-acetylphenyl)-7,7-dimethyl-1,3-dioxo-2,3,5,12b-tetrahydro-1h,7h-chromeno[4,3-c][1,2,4]triazolo[1,2-a]pyridazin-10-yl 2,6-dimethyl-4-prolylpiperazine-1-carboxylate hydrochloride